(4-(5-methyl-7H-pyrrolo[2,3-d]pyrimidin-4-yl)-3,4-dihydro-2H-1,4-thiazin-6-yl)((3aS,7aS)-octahydro-6H-pyrrolo[2,3-c]pyridin-6-yl)methanone hydrochloride Cl.CC1=CNC=2N=CN=C(C21)N2CCSC(=C2)C(=O)N2C[C@@H]1[C@H](CC2)CCN1